tert-butyl 2-[2-[2-[2-[2-[2-[2-[2-[2-[2-[2-(3-chloro-5-nitro-phenoxy)ethoxy]-ethoxy]ethoxy]ethoxy]ethoxy]ethoxy]ethoxy]ethoxy]ethoxy]ethoxy]acetate ClC=1C=C(OCCOCCOCCOCCOCCOCCOCCOCCOCCOCCOCC(=O)OC(C)(C)C)C=C(C1)[N+](=O)[O-]